OC(C)(C)C=1N=C(SC1)[S@](=O)(N)=NC(NC1=C2CCCC2=CC2=C1OCC2)=O (S)-4-(2-hydroxypropan-2-yl)-N'-((3,5,6,7-tetrahydro-2H-indeno[5,6-b]furan-8-yl)carbamoyl)thiazole-2-sulfonimidamide